2-(2-{5-[(1R,4R,7R)-7-amino-2-azabicyclo[2.2.1]heptane-2-carbonyl]-7-methoxy-1-methyl-1H-1,3-benzodiazol-2-yl}-1-(cyclopropylmethyl)-1H-indol-6-yl)-6-fluorophenol N[C@H]1[C@@H]2N(C[C@H]1CC2)C(=O)C2=CC1=C(N(C(=N1)C=1N(C3=CC(=CC=C3C1)C1=C(C(=CC=C1)F)O)CC1CC1)C)C(=C2)OC